5-(Chloromethyl)-2-(2,4-dioxotetrahydropyrimidin-1(2H)-yl)isoindoline-1,3-dione ClCC=1C=C2C(N(C(C2=CC1)=O)N1C(NC(CC1)=O)=O)=O